N-[(4-fluorophenyl)(2-piperazin-1-ylpyrimidin-5-yl)methyl]-2-methylpropan-2-sulfinamide FC1=CC=C(C=C1)C(NS(=O)C(C)(C)C)C=1C=NC(=NC1)N1CCNCC1